tert-butyl (6S)-6-({(2S)-1-(1,3-benzothiazol-2-yl)-1-oxo-3-[(3S)-2-oxopyrrolidin-3-yl]propan-2-yl}carbamoyl)-5-azaspiro[2.4]heptane-5-carboxylate S1C(=NC2=C1C=CC=C2)C([C@H](C[C@H]2C(NCC2)=O)NC(=O)[C@H]2N(CC1(CC1)C2)C(=O)OC(C)(C)C)=O